COC([C@@H](N1CC2=C(CC1)SC=C2)C2=C(C=CC=C2)Cl)=O Methyl-(+)-(S)-α-(o-chlorophenyl)-6,7-dihydrothieno[3,2-c]pyridine-5(4H)-acetate